BrC1=CC=C(C=C1)CCCN 4-bromophenylpropylamine